CN1N=NC2=C1C=CC(=C2C)[C@@H](CC(=O)O)C=2C=C(C1=C(C=CS1)C2)CN2C[C@@H](OC1=C(C2)N=C(C=C1)O)C(F)(F)F (3S)-3-(1,4-dimethyl-1H-benzotriazol-5-yl)-3-(7-{[(2R)-7-hydroxy-2-(trifluoromethyl)-2,3-dihydropyrido[2,3-f][1,4]oxazepin-4(5H)-yl]methyl}-1-benzothiophen-5-yl)propanoic acid